FC=1C=C(C=CC1C1CCCN2C1=NS(CC2)(=O)=O)C2=CC=CC=C2 9-(3-fluorobiphenyl-4-yl)-3,4,6,7,8,9-hexahydropyrido[2,1-c][1,2,4]thiadiazine 2,2-dioxide